(3R,5R)-5-(1-(tert-butyl)-5-(imidazo[1,2-c]pyrimidin-5-ylamino)-1H-pyrazol-3-yl)tetrahydrofuran-3-yl (1-methylcyclopropyl)carbamate CC1(CC1)NC(O[C@H]1CO[C@H](C1)C1=NN(C(=C1)NC1=NC=CC=2N1C=CN2)C(C)(C)C)=O